ClC=1N=C(C2=C(N1)N(C(=C2F)C[C@H](C)NC(OC(C)(C)C)=O)C)NCC2=C(C=NC=C2)F tert-Butyl (S)-(1-(2-chloro-5-fluoro-4-(((3-fluoropyridin-4-yl)methyl)amino)-7-methyl-7H-pyrrolo[2,3-d]pyrimidin-6-yl)propan-2-yl)carbamate